OC1C[C@H]2C([C@H]2C1)NC(=O)C1=CC(=NC(=C1)[C@@H](C)C1=CC=CC=C1)C(=O)NC N4-((1R,3R,5S,6r)-3-hydroxybicyclo[3.1.0]Hex-6-yl)-N2-methyl-6-((S)-1-phenylethyl)pyridine-2,4-dicarboxamide